(2R,4R)-1-(3-chloro-2-fluorobenzyl)-4-((4-chloro-5-fluoro-6-((5-methyl-1H-pyrazol-3-yl)amino)pyridin-2-yl)methyl)-2-methylpiperidine-4-carboxylic acid ClC=1C(=C(CN2[C@@H](C[C@@](CC2)(C(=O)O)CC2=NC(=C(C(=C2)Cl)F)NC2=NNC(=C2)C)C)C=CC1)F